4-cyano-piperidine-1-carboxylic acid methyl ester COC(=O)N1CCC(CC1)C#N